tert-butyl 3-(1'-(4-fluorophenyl)-2-(tetrahydro-2H-pyran-2-yl)-1'H,2H-[3,4'-bipyrazol]-3'-yl)pyrrolidine-1-carboxylate FC1=CC=C(C=C1)N1N=C(C(=C1)C=1N(N=CC1)C1OCCCC1)C1CN(CC1)C(=O)OC(C)(C)C